C1(CC1)C1=C(C=CC=C1)C=1N=C(C2=C(N1)C=CO2)NCC2=CC(=C(C=C2)C=2N(C=C(N2)C(F)(F)F)C)OC 2-(2-Cyclopropylphenyl)-N-(3-methoxy-4-(1-methyl-4-(trifluoromethyl)-1H-imidazol-2-yl)benzyl)furo[3,2-d]pyrimidin-4-amine